butyl (R)-(2-(1-((4-methyl-7-morpholinophthalazin-1-yl)amino)ethyl)-6-(trifluoromethyl)pyridin-4-yl)carbamate CC1=NN=C(C2=CC(=CC=C12)N1CCOCC1)N[C@H](C)C1=NC(=CC(=C1)NC(OCCCC)=O)C(F)(F)F